P(=O)([O-])(O)O.[K+] monopotassium phosphate